1-ethyl-3-(2-fluorophenyl)-1H-pyrazole C(C)N1N=C(C=C1)C1=C(C=CC=C1)F